FC=1C(=C(C=CC1F)[C@H]1[C@@H](O[C@](C1)(C(F)(F)F)C)C(=O)NC=1C=NC(=NC1)[C@@H](CO)O)OC (2R,3S,5R)-3-(3,4-difluoro-2-methoxyphenyl)-N-(2-((S)-1,2-dihydroxyethyl)pyrimidin-5-yl)-5-methyl-5-(trifluoromethyl)tetrahydrofuran-2-carboxamide